C(#N)C1=C(C=C2CCCN(C2=C1)C1=NN(C2=C1CN(CC2)C(NC)=O)C2CCN(CC2)C(=O)OCC2=CC=CC=C2)C=2C=NN(C2)C benzyl 4-{3-[7-cyano-6-(1-methylpyrazol-4-yl)-3,4-dihydro-2H-quinolin-1-yl]-5-(methylcarbamoyl)-4H,6H,7H-pyrazolo[4,3-c]pyridin-1-yl}piperidine-1-carboxylate